monopropyl mesaconate C(\C(\C)=C\C(=O)[O-])(=O)OCCC